N1=C(C=CC=C1)N1N=C(C=C1)N 1-(pyridin-2-yl)-1H-pyrazol-3-amine